N-(4-amino-1H-pyrazolo[4,3-c]pyridin-7-yl)-2-oxo-2-[rac-(2R,4S)-4-methyl-2-phenyl-1-piperidyl]acetamide NC1=NC=C(C2=C1C=NN2)NC(C(N2[C@H](C[C@H](CC2)C)C2=CC=CC=C2)=O)=O |r|